OC1C(COCC1)C(=O)OC methyl 4-hydroxytetrahydropyran-3-carboxylate